6-[8-(1,3-benzothiazol-2-ylcarbamoyl)-3,4-dihydroisoquinolin-2(1H)-yl]-3-[1-(tetrahydro-2H-pyran-3-ylmethyl)-1H-pyrazol-4-yl]pyridine-2-carboxylic acid S1C(=NC2=C1C=CC=C2)NC(=O)C=2C=CC=C1CCN(CC21)C2=CC=C(C(=N2)C(=O)O)C=2C=NN(C2)CC2COCCC2